CC([O-])C.CC([O-])C.CC([O-])C.CC([O-])C.[Ti+4].ClC1=CC=C(C=C1)C1CC(C1)=O 3-(4-chlorophenyl)cyclobutanone titanium tetraisopropoxide